NC1=C2N=CN(C2=NC=N1)CC(=O)N1[C@H]2C[C@H]2C[C@H]1C(=O)NCC1=C(C(=CC=C1)Cl)F (1S,3S,5S)-2-(2-(6-amino-9H-purin-9-yl)acetyl)-N-(3-chloro-2-fluorobenzyl)-2-azabicyclo[3.1.0]hexane-3-carboxamide